COC=1C=C2C(=CC(=NC2=CC1OC)C1=CC=C(C=C1)OC)N[C@@H]1C[C@H](C1)N trans-N1-(6,7-dimethoxy-2-(4-methoxyphenyl)quinolin-4-yl)cyclobutane-1,3-diamine